C1=C(O[C@H]([C@@H]([C@H]1O)O)O[C@@H]2[C@H](O[C@@H]([C@@H]([C@H]2O)NS(=O)(=O)O)O[C@H]3[C@@H]([C@H](C(OC3C(=O)O)O[C@@H]4[C@H](O[C@@H]([C@@H]([C@H]4O)NS(=O)(=O)O)O[C@H]5[C@@H]([C@H](C(OC5C(=O)O)O[C@@H]6[C@H](O[C@@H]([C@@H]([C@H]6O)NS(=O)(=O)O)O[C@H]7[C@@H]([C@H](C(OC7C(=O)O)O[C@@H]8[C@H](O[C@@H]([C@@H]([C@H]8O)NS(=O)(=O)O)O)CO)O)O)COS(=O)(=O)O)O)O)COS(=O)(=O)O)O)O)CO)C(=O)O The molecule is a heparin octasaccharide consisting of 4-deoxy-alpha-L-threo-hex-4-enopyranuronosyl, 2-deoxy-2-(sulfoamino)-alpha-D-glucopyranosyl, (5xi)-D-xylo-hexopyranuronosyl, 2-deoxy-6-O-sulfo-2-(sulfoamino)-alpha-D-glucopyranosyl, (5xi)-D-xylo-hexopyranuronosyl, 2-deoxy-6-O-sulfo-2-(sulfoamino)-alpha-D-glucopyranosyl, (5xi)-D-xylo-hexopyranuronosyl, and 2-deoxy-2-(sulfoamino)-alpha-D-glucopyranose units joined in sequence by (1->4) linkages. Sequence: DHexA-GlcNSO3-HexA-GlcNSO3(6SO4)-HexA-GlcNSO3(6SO4)-HexA-GlcNSO3. It is a heparin octasaccharide, an oligosaccharide sulfate and an amino octasaccharide.